6-(3-methoxyphenyl)-1,3,5-triazine-2,4-diamine COC=1C=C(C=CC1)C1=NC(=NC(=N1)N)N